1-[4-[5-acetyl-3-[7-(difluoromethyl)-6-(1-methylpyrazol-4-yl)-3,4-dihydro-2H-quinolin-1-yl]-6,7-dihydro-4H-pyrazolo[4,3-c]pyridin-1-yl]-1-piperidyl]-2-(4-piperidyloxy)ethanone C(C)(=O)N1CC2=C(CC1)N(N=C2N2CCCC1=CC(=C(C=C21)C(F)F)C=2C=NN(C2)C)C2CCN(CC2)C(COC2CCNCC2)=O